5-amino-9-chloro-7-(2-(4-(5-fluoro-2-methylpyridin-4-yl)piperazin-1-yl)ethyl)-2-(pyridin-2-yl)-7H-pyrrolo[3,2-e][1,2,4]Triazolo[1,5-c]Pyrimidine-8-carboxylic acid NC1=NC2=C(C=3N1N=C(N3)C3=NC=CC=C3)C(=C(N2CCN2CCN(CC2)C2=CC(=NC=C2F)C)C(=O)O)Cl